9-(1-((6-chloro-2-(1-methyl-1H-1,2,4-triazol-3-yl)pyridin-3-yl)amino)ethyl)-4-(2,2-difluoroethyl)-7-methyl-5-oxo-4,5-dihydroimidazo[1,5-a]quinazoline-3-carboxylic acid ClC1=CC=C(C(=N1)C1=NN(C=N1)C)NC(C)C=1C=C(C=C2C(N(C=3N(C12)C=NC3C(=O)O)CC(F)F)=O)C